FC(C1N(CCC2=CC=CC=C12)C1=CC=C(C=C1)F)F 1-(difluoromethyl)-2-(4-fluorophenyl)-1,2,3,4-tetrahydroisoquinoline